FC=1C=CC(=C(OC=2N=NC(=CC2C(=O)NC2=CC(=CC=C2)S(=O)(=O)C)C(F)(F)F)C1)OC 3-(5-Fluoro-2-methoxyphenoxy)-N-(3-methanesulfonylphenyl)-6-(trifluoromethyl)pyridazine-4-carboxamide